10-methyl-1-(6-methyl-4-(trifluoromethyl)pyridin-2-yl)-1,3a,4,5,10,11a-hexahydro-2H-benzo[b]pyrrolo[2,3-f][1,4]diazocine-2,11(3H)-dione hydrochloride Cl.CN1C2=C(NCC3C(C1=O)N(C(C3)=O)C3=NC(=CC(=C3)C(F)(F)F)C)C=CC=C2